CN([C@@H](COC=1C=C(N)C=CC1)C)C 3-[(2R)-2-(Dimethylamino)propoxy]aniline